C(C)OC(=O)C1(CN(C1)C(=O)OC(C)(C)C)N 3-Aminoazetidine-1,3-dicarboxylic acid 1-(tert-butyl) 3-ethyl ester